(1S,3S,5S)-1,3-bis(5-methoxypyridin-2-yl)-5-phenyltetrahydro-3H,8H-oxazolo[4,3-c][1,4]oxazin-8-one COC=1C=CC(=NC1)[C@H]1O[C@H](N2C1C(OC[C@@H]2C2=CC=CC=C2)=O)C2=NC=C(C=C2)OC